ClC1=C(N=C(NC1=O)C1=CC(=NC=C1)F)N1CC(NCC1)C(C)C 5-chloro-2-(2-fluoro-4-pyridinyl)-4-(3-isopropylpiperazin-1-yl)-1H-pyrimidin-6-one